2-chloro-5-(2-phenyl-5-pyridin-4-yl-1H-imidazol-4-yl)phenol ClC1=C(C=C(C=C1)C=1N=C(NC1C1=CC=NC=C1)C1=CC=CC=C1)O